2-(3-(7-chloro-6-(6-(2-hydroxyphenyl)pyridin-3-yl)-2-oxo-1,2-dihydro-quinolin-3-yl)phenyl)acetic acid ClC1=C(C=C2C=C(C(NC2=C1)=O)C=1C=C(C=CC1)CC(=O)O)C=1C=NC(=CC1)C1=C(C=CC=C1)O